OC1=C(C(=O)NC2=C(C=CC=C2)CC(=O)O)C=C(C=C1S(=O)(=O)O)O (2-(2,5-dihydroxy-3-sulfobenzamido)phenyl)acetic acid